5-chloro-1'-{2-[4-methanesulfonyl-3-(trifluoromethyl)phenoxy]ethyl}-1,2-dihydrospiro[indole-3,4'-piperidin]-2-one ClC=1C=C2C(=CC1)NC(C21CCN(CC1)CCOC1=CC(=C(C=C1)S(=O)(=O)C)C(F)(F)F)=O